BrC1=C2C=NN(C2=C(C=C1)F)C1OCCCC1 4-Bromo-7-fluoro-1-(oxan-2-yl)indazole